3-methyl-4-nitro-1,1'-biphenyl CC=1C=C(C=CC1[N+](=O)[O-])C1=CC=CC=C1